ClC1=CC=C(C=C1)C1=NC2=CC=CC=C2C(=C1)C(=O)O 2-(4-chlorophenyl)quinoline-4-carboxylic acid